N-(1-(5-fluoro-2-methoxypyridin-3-yl)ethyl)propanamide FC=1C=C(C(=NC1)OC)C(C)NC(CC)=O